OB1OCC2=C1C(=C(C=C2)C(=O)N[C@@H](C(C)C)C(=O)OCC2=CC=C(C=C2)S(=O)(=O)N2CCOCC2)C 4-(Morpholinosulfonyl)benzyl (1-hydroxy-7-methyl-1,3-dihydrobenzo[c][1,2]oxaborole-6-carbonyl)-L-valinate